C1(CCCCC1)C1=CC(=CC=C1)C1CCCCC1 1,3-dicyclohexylbenzene